C(C=CCCCCCCCCCCCCCCCCCCC)(=O)OC=CCCCCCCCCCCCCCCCC octadecenyl docosenoate